CC1(OB(OC1(C)C)C1=C2C=CC(=CC2=CC=C1)C(=O)OC)C methyl 5-(4,4,5,5-tetramethyl-1,3,2-dioxaborolan-2-yl)-2-naphthoate